6-chloro-5-(4-((3-ethyl-2,4-dioxo-1,2,3,4-tetrahydrothieno[2,3-d]pyrimidin-6-yl)methyl)piperazin-1-yl)picolinonitrile ClC1=C(C=CC(=N1)C#N)N1CCN(CC1)CC1=CC2=C(NC(N(C2=O)CC)=O)S1